N1N=C(C2=CC=C3C(=C12)C=CO3)C=O furoindazolealdehyde